1,5-bis(N,N'-dibenzylthiocarbamoyldithio)pentane C(C1=CC=CC=C1)N(C(=S)SSCCCCCSSC(N(CC1=CC=CC=C1)CC1=CC=CC=C1)=S)CC1=CC=CC=C1